2-(1-Fluoro-cyclopropylmethyl)-5-(2'-methoxy-4'-methyl-3,4,5,6-tetrahydro-2H-[1,3']bipyridinyl-4-yl)-7-(2-trifluoromethyl-benzyl)-2,4,5,7-tetrahydro-pyrazolo[3,4-d]pyrimidin-6-on FC1(CC1)CN1N=C2N(C(N(CC2=C1)C1CCN(CC1)C=1C(=NC=CC1C)OC)=O)CC1=C(C=CC=C1)C(F)(F)F